P(=O)(OC1=C2C(=CNC2=CC=C1)C(C([2H])([2H])N(C([2H])([2H])[2H])C([2H])([2H])[2H])[2H])(O)O 3-(2-(bis(methyl-d3)amino)ethyl-1,2,2-d3)-1H-indol-4-yl dihydrogen phosphate